FC1=C(C2=C(C(=N1)OC)N=C(S2)NC(=O)C2CC2)N2CCOCC2 Cyclopropane-carboxylic acid (6-fluoro-4-methoxy-7-morpholin-4-yl-thiazolo[4,5-c]pyridin-2-yl)-amide